5-[3-(2-fluoroprop-2-enamido)phenyl]-1H-pyrazolo[3,4-c]pyridine-3-carboxamide FC(C(=O)NC=1C=C(C=CC1)C=1C=C2C(=CN1)NN=C2C(=O)N)=C